3'-deoxycytosine C1[C@@H]([C@H](O[C@H]1N2C=CC(NC2=O)N)CO)O